2-Fluoro-5-(5-(4-(methylsulfonyl)piperazin-1-yl)benzo[d]oxazol-2-yl)phenol FC1=C(C=C(C=C1)C=1OC2=C(N1)C=C(C=C2)N2CCN(CC2)S(=O)(=O)C)O